1-(2-bromophenyl)-N-methylcyclopropan-1-amine hydrochloride Cl.BrC1=C(C=CC=C1)C1(CC1)NC